C(C1=CC=CC=C1)N(C#N)CC1=CC=CC=C1 N,N-dibenzyl-cyanamide